C(CC)C1=C(C(=C(C=C1C)O)OC)C 4-propyl-2-methoxy-3,5-dimethylphenol